CN(CC(CNC(C=C)=O)(C)C)C N-(3-dimethylamino-2,2-dimethyl-propyl)acrylamide